C(#N)C=1C=C2C(=CNC2=CC1)C=1C=C(OC1)C(C(=O)O)CC=O (4-(5-cyano-1H-indol-3-yl)furan-2-yl)-4-oxobutanoic acid